O=C1NC(CCC1N1C(C2=CC=C(C(=C2C1)F)CN(C1CCN(CC1)C1=CC=C2CN(C(C2=C1)=O)C(C(=O)NC=1SC=CN1)C1=C(C=CC(=C1)F)O)C)=O)=O 2-(6-(4-(((2-(2,6-dioxopiperidin-3-yl)-4-fluoro-1-oxoisoindoline-5-yl)methyl)(Methyl)amino)piperidin-1-yl)-1-oxoisoindoline-2-yl)-2-(5-fluoro-2-hydroxyphenyl)-N-(thiazol-2-yl)Acetamide